Dimethyl 4,4'-biphenyl-dicarboxylate C1(=CC=C(C=C1)C(=O)OC)C1=CC=C(C=C1)C(=O)OC